C(C)(=O)N1CCN(CC1)C1=CC=C(C=C1)NC(=O)C1=NN2C(N=C(C=C2C=2C=NNC2)N2CC3=CC=C(C=C3C2)F)=C1C(C)C N-(4-(4-acetylpiperazin-1-yl)phenyl)-5-(5-fluoroisoindolin-2-yl)-3-isopropyl-7-(1H-pyrazol-4-yl)pyrazolo[1,5-a]pyrimidine-2-carboxamide